CC1=NC(=CC=C1N1CCN(CC1)CC=1C=CC=2C3=C(C(NC2C1)=O)N(C=N3)C)C(NC)=O 7-((4-(2-methyl-6-(methylcarbamoyl)pyridin-3-yl)piperazin-1-yl)methyl)-3-methyl-3,5-dihydro-4H-imidazo[4,5-c]quinolin-4-one